3-(4-bromothiazol-2-yl)-2-((tert-butoxycarbonyl)amino)propanoic acid BrC=1N=C(SC1)CC(C(=O)O)NC(=O)OC(C)(C)C